5-((3-(4-(2-(4-methoxy-phenyl)propan-2-yl)thiazol-2-yl)ureido)methyl)-2-(piperazin-1-yl)nicotinamide COC1=CC=C(C=C1)C(C)(C)C=1N=C(SC1)NC(NCC=1C=NC(=C(C(=O)N)C1)N1CCNCC1)=O